OCC1(O)[C@H](O)[C@H](O)CO1 D-Ribulofuranose